3-(6-(4-(((S)-4-(4-(9-chloro-10-oxo-10H-chromeno[3,2-b]pyridin-4-yl)phenyl)-2-methylpiperazin-1-yl)methyl)piperidin-1-yl)-1-oxoisoindolin-2-yl)piperidine-2,6-dione ClC=1C=2C(C3=NC=CC(=C3OC2C=CC1)C1=CC=C(C=C1)N1C[C@@H](N(CC1)CC1CCN(CC1)C1=CC=C2CN(C(C2=C1)=O)C1C(NC(CC1)=O)=O)C)=O